(3-(4-amino-7-(cis-3-(((R)-2-methylazetidin-1-yl)methyl)cyclobutyl)-7H-pyrrolo[2,3-d]pyrimidin-5-yl)benzyl)methanesulfonamide NC=1C2=C(N=CN1)N(C=C2C=2C=C(CCS(=O)(=O)N)C=CC2)[C@@H]2C[C@@H](C2)CN2[C@@H](CC2)C